Cl.C(C)OC(CC/C=C/COC[C@]1(C[C@H](NC1)C(=O)OCC1=CC=CC=C1)F)=O benzyl (2s,4r)-4-((((E)-6-ethoxy-6-oxohex-2-en-1-yl) oxy) methyl)-4-fluoropyrrolidine-2-carboxylate hydrochloride